OC1=C(C=CC(=C1)[N+](=O)[O-])CN1CCCCC1 N-(2-hydroxy-4-nitrophenylmethyl)piperidine